N-(3-(6-amino-5-(2-(N-methylacrylamido)ethoxy)pyrimidin-4-yl)-5-fluoro-2-methylphenyl)-8-fluorospiro[chromane-4,1'-cyclopropane]-7-carboxamide NC1=C(C(=NC=N1)C=1C(=C(C=C(C1)F)NC(=O)C1=CC=C2C(=C1F)OCCC21CC1)C)OCCN(C(C=C)=O)C